Tert-butyl 3-(4-(2-(2,6-dioxopiperidin-3-yl)-3-oxoisoindolin-5-yl)piperidin-1-yl)cyclobutane-1-carboxylate O=C1NC(CCC1N1CC2=CC=C(C=C2C1=O)C1CCN(CC1)C1CC(C1)C(=O)OC(C)(C)C)=O